N=1C=CN2C1C=CC=C2N2C(NC(C1=CC=C(C=C21)C(F)(F)F)=O)=O 1-(imidazo[1,2-a]pyridin-5-yl)-7-(trifluoromethyl)quinazolin-2,4(1H,3H)-dione